C(C)S(=O)(=O)N[C@@H]1[C@@H](N(CC1)C(=O)N(C)C)CC=1C=C(C=CC1)C1=CC(=CC=C1)F (2S,3S)-3-((ethylsulfonyl)amino)-2-((3'-fluorobiphenyl-3-yl)methyl)-N,N-dimethylpyrrolidine-1-carboxamide